2-[1-[6-Fluoro-2-(1H-indol-2-yl)-4-oxo-chromen-8-yl]ethylamino]benzoic acid FC=1C=C2C(C=C(OC2=C(C1)C(C)NC1=C(C(=O)O)C=CC=C1)C=1NC2=CC=CC=C2C1)=O